((S)-3-phenylpyrrolidin-1-yl)methanone C1(=CC=CC=C1)[C@H]1CN(CC1)C=O